COC=1C=C(CN(C2=CC(=NC=C2)COCCOCCN2CCOCC2)CC2=CC=C(C=C2)N2CCCC2)C=CC1 N-(3-methoxybenzyl)-2-((2-(2-morpholinoethoxy)ethoxy)methyl)-N-(4-(pyrrolidin-1-yl)benzyl)pyridin-4-amine